NC1=NC=2C=C(C(=CC2C2=C1C=NN2C)C(=O)N(C)C2COCC1=CC(=CC=C21)C#CC=2C=NN(C2)C2CC2)F 4-amino-N-(7-((1-cyclopropyl-1H-pyrazol-4-yl)ethynyl)isochroman-4-yl)-7-fluoro-N,1-dimethyl-1H-pyrazolo[4,3-c]quinoline-8-carboxamide